(4R)-4-Methoxypiperidin-2-one CO[C@H]1CC(NCC1)=O